benzyl (9-methyl-9H-fluorene-3-carbonyl)glycinate CC1C2=CC=CC=C2C=2C=C(C=CC12)C(=O)NCC(=O)OCC1=CC=CC=C1